C(C(C)C)(=O)OC1=CC(C(C)C)=CC=C1C carvacryl isobutyrate